5-(1-(pyridin-3-ylmethyl)-1H-pyrazol-3-yl)-[1,1'-biphenyl] N1=CC(=CC=C1)CN1N=C(C=C1)C=1C=CC=C(C1)C1=CC=CC=C1